C1(CCCC1)OC=1C=C2C=3C=CC=CC3N(C2=CC1)CC 6-cyclopentanyloxy-9-ethyl-9H-carbazole